bis(1-methylheptyl)para-phenylenediamine CC(CCCCCC)NC1=CC=C(C=C1)NC(CCCCCC)C